ClC1=C(C=C(C(C1)(Cl)Cl)Cl)C1=C(C=CC(=C1)Cl)Cl 2,4,5,2',4,5'-hexachlorobiphenyl